C(CCCCC)OC=1C(C(=O)O)=CC=CC1.C(C1=CC=CC=C1)(=O)O benzoic acid (hexyl salicylate)